[Cl-].C(CCCCCCCCCCCCCCCCCCC)C(C1=CC=CC=C1)[N+](CC)(C)C eicosanyl-dimethyl-ethylbenzyl-ammonium chloride